N-[3-(5-methoxy-2-methyl-benzothien-6-yl)-1H-pyrazol-4-yl]pyrazolo[1,5-a]pyrimidine-3-carboxamide COC=1C(=CC2=C(C=C(S2)C)C1)C1=NNC=C1NC(=O)C=1C=NN2C1N=CC=C2